C(C)(C)(C)OC(=O)N1CCC2(C[C@H](C[C@H]2N[S@](=O)C(C)(C)C)O[Si](C)(C)C(C)(C)C)CC1 (1R,3R)-3-((tert-Butyldimethylsilyl)oxy)-1-((R)-1,1-dimethylethylsulfinylamino)-8-azaspiro[4.5]decane-8-carboxylic acid tert-butyl ester